4-(4-chloro-O-tolyloxy)butyric acid ClC1=CC(=C(C=C1)C)OCCCC(=O)O